BrC1=CC=2C(N=C1OC(C)C)=NN(C2)C21COC(C2)(C1)COC 5-bromo-6-isopropoxy-2-(1-(methoxymethyl)-2-oxabicyclo[2.1.1]hex-4-yl)-2H-pyrazolo[3,4-b]pyridine